FC1=CC(=C(OC=2C(=CC(N(C2)CCN2CCOCC2)=O)C=2C3=C(C(N(C2)C)=O)NC=C3)C(=C1)C)C 4-(5-(4-fluoro-2,6-dimethylphenoxy)-1-(2-morpholinoethyl)-2-oxo-1,2-dihydropyridin-4-yl)-6-methyl-1,6-dihydro-7H-pyrrolo[2,3-c]pyridin-7-one